[Si](C)(C)(C(C)(C)C)OCC1=CC(=C(C(=C1)OC)S(=O)(=O)NC1=NOC2=C1C(=CC=C2)OC)OC 4-(((tert-butyldimethylsilyl)oxy)methyl)-2,6-dimethoxy-N-(4-methoxybenzo[d]isoxazol-3-yl)benzenesulfonamide